4-(2-fluorophenyl)-1,1,1-trifluoro-3-butyn-2-one FC1=C(C=CC=C1)C#CC(C(F)(F)F)=O